3,3-dimethyl-2-(5,6,7,8-tetra(4-methoxyphenyl)-1-isoquinolyl)isoindol-1-one CC1(N(C(C2=CC=CC=C12)=O)C1=NC=CC2=C(C(=C(C(=C12)C1=CC=C(C=C1)OC)C1=CC=C(C=C1)OC)C1=CC=C(C=C1)OC)C1=CC=C(C=C1)OC)C